5-bromo-4-phenylpyridin-2(1H)-one BrC=1C(=CC(NC1)=O)C1=CC=CC=C1